N-[(2R)-1-aminopropan-2-yl]-4-[[3-[1-(cyanomethyl)-3-(trifluoromethyl)pyrazol-4-yl]imidazo[1,2-a]pyrazin-8-yl]amino]-2-ethylbenzamide NC[C@@H](C)NC(C1=C(C=C(C=C1)NC=1C=2N(C=CN1)C(=CN2)C=2C(=NN(C2)CC#N)C(F)(F)F)CC)=O